alpha-(N,N-dimethylamino)-epsilon-caprolactam CN(C)C1C(=O)NCCCC1